dimethyl-5-bromomethyl-isophthalic acid CC1=C(C(=C(C=C1C(=O)O)C(=O)O)C)CBr